C(C)(C)(C)OC([C@@H](NC(=O)OC(C)(C)C)CCSCC1=CC=C(C=C1)F)=O S-p-fluorobenzyl-(t-butoxycarbonyl)-L-homocysteine tert-butyl ester